(4-ferrocenylethynyl)aniline tert-butyl-N-[(2S)-5-(4-fluorophenyl)-2-methyl-5-oxo-pentyl]carbamate C(C)(C)(C)OC(NC[C@H](CCC(=O)C1=CC=C(C=C1)F)C)=O.[CH-]1C=CC(=C1)C#CNC1=CC=CC=C1.[CH-]1C=CC=C1.[Fe+2]